aminotriazole potassium salt [K].NC=1N=NNC1